(±)-Ethyl-3-(2-chloro-6-(piperidin-1-yl)-9H-purin-9-yl)-4-hydroxytetrahydrothiophene-3-carboxylate C(C)OC(=O)C1(CSCC1O)N1C2=NC(=NC(=C2N=C1)N1CCCCC1)Cl